ClC1=CC=C(C=C1)N1N=C(C=2C1=NC(=NC2)C(=O)NC)C2=NC(=NC=C2)C(F)(F)F 1-(4-chlorophenyl)-N-methyl-3-(2-(trifluoromethyl)pyrimidin-4-yl)-1H-pyrazolo[3,4-d]pyrimidine-6-carboxamide